N-benzoyltryptamine isonitrile N#[C-].C(C1=CC=CC=C1)(=O)NCCC1=CNC2=CC=CC=C12